C(#N)[C@](C)(C(C)C)NC(CN1N=C(C=CC1=O)C=1SC(=CC1)C)=O (S)-N-(2-cyano-3-methylbutan-2-yl)-2-(3-(5-methylthiophen-2-yl)-6-oxopyridazin-1(6H)-yl)acetamide